ClC1=C(C(=CC=C1Cl)F)C1(CN(CC1)C(=O)OC(C)(C)C)NC=1C=C2C(N(C=NC2=CC1F)C([2H])([2H])[2H])=O tert-butyl 3-(2,3-dichloro-6-fluorophenyl)-3-((7-fluoro-3-(methyl-d3)-4-oxo-3,4-dihydroquinazolin-6-yl)amino)pyrrolidine-1-carboxylate